(S)-4-(1,4-dimethyl-1H-pyrazol-5-yl)-2-((1-(5-(5-fluoropyridin-3-yl)-4,5-dihydro-1H-pyrazole-1-carbonyl)azetidin-3-yl)oxy)thiazole-5-carbonitrile CN1N=CC(=C1C=1N=C(SC1C#N)OC1CN(C1)C(=O)N1N=CC[C@H]1C=1C=NC=C(C1)F)C